FC=1N=C(N2N=C(N=CC21)N[C@H]2[C@@H](COCC2)O)C(C)C (3S,4R)-4-({5-fluoro-7-isopropylimidazo[4,3-f][1,2,4]triazin-2-yl}amino)oxan-3-ol